N[C@@H]1CN(CC1)C(=O)C1=CC2=C(N(C(=N2)C2=CC=C(C#N)C=C2)C2=CC=C(C=C2)C)C=C1 (S)-4-(5-(3-aminopyrrolidine-1-carbonyl)-1-(p-tolyl)-1H-benzo[d]imidazol-2-yl)benzonitrile